FC(C(=O)O)(F)F.FC(C1=CC=2OC[C@@H]3N(C2N=C1)CCNC3)(F)F (R)-3-(trifluoromethyl)-6,6a,7,8,9,10-hexahydropyrazino[1,2-d]pyrido[3,2-b][1,4]oxazine trifluoroacetate